C(C)C1(C=C[CH-]C1)CC.[CH-]1C=CC=C1.[Fe+2] 4,4-bis-ethyl-ferrocene